C1(CC1)NC(C1=C(C=C(C(=C1)I)C)F)=O N-cyclopropyl-2-fluoro-5-iodo-4-methylbenzamide